2-(2-((2,5-dimethylbenzothiazol-6-yl)(ethyl)amino)ethoxy)ethane-1-ol CC=1SC2=C(N1)C=C(C(=C2)N(CCOCCO)CC)C